N1=CC(=CC=C1)C1CNCCO1 2-(pyridin-3-yl)-morpholine